C(C1=CC=CC=C1)[C@]12N(C[C@H](NC1)[C@@H]2F)C2(C1=CC=CC=C1C=1C=CC=CC21)C2=CC=CC=C2 Benzyl-(1S,4S,7S)-7-fluoro-2-(9-phenyl-9H-fluoren-9-yl)-2,5-diazabicyclo[2.2.1]heptane